(R)-N-(1-(3-bromo-5-fluoropyridin-4-yl)pent-4-en-1-yl)-4-methoxyaniline BrC=1C=NC=C(C1[C@@H](CCC=C)NC1=CC=C(C=C1)OC)F